C(C)(C)OC(=O)[C@@H]1C[C@H](CCC1)OC1=NC=C(C=C1C(F)(F)F)Br (1S,3S)-3-((5-bromo-3-(trifluoromethyl)pyridin-2-yl)oxy)cyclohexane-1-carboxylic acid isopropyl ester